FC(OC1=CC(=CN2C1=NC1=C2CCC=2C(=C(C(N(C12)CC1=C(C=C(C=C1)OC)OC)=O)C(=O)O)O)OC)F 11-(difluoromethoxy)-1-(2,4-dimethoxybenzyl)-4-hydroxy-9-methoxy-2-oxo-1,2,5,6-tetrahydropyrido[2',1':2,3]imidazo[4,5-h]quinoline-3-carboxylic acid